acryloxytrimethyl-trimethyl-ammonium chloride [Cl-].C(C=C)(=O)O[N+](C(C)(C)C)(C)C